C(C=C)C1N(CCC1)C1=CC(=CC(=C1)C)C 2-allyl-1-(3,5-dimethylphenyl)pyrrolidine